7-fluoro-5-[(4-methoxyphenyl)methoxy]-3H-quinazolin-4-one FC1=CC(=C2C(NC=NC2=C1)=O)OCC1=CC=C(C=C1)OC